FC(C=1C=C(C=CC1)C(=C=CC1=NC=CC=C1)CC1=CC=CC=C1)(F)F (S)-1-(3-trifluoromethylphenyl)-1-benzyl-3-(pyridin-2-yl)propadiene